5-(2-chlorobenzyl)-3-cyclopropyl-4-oxo-4,5,6,7-tetrahydropyrazolo[1,5-a]pyrazine-2-carboxylic acid [1,3,4]thiadiazol-2-ylamide S1C(=NN=C1)NC(=O)C1=NN2C(C(N(CC2)CC2=C(C=CC=C2)Cl)=O)=C1C1CC1